FC(C1=NC2=CC=CC=C2C=C1)(F)F 2-(trifluoromethyl)quinolin